(6-Chloropyridin-3-yl)amino-4-nitrobenzonitrile ClC1=CC=C(C=N1)NC1=C(C#N)C=CC(=C1)[N+](=O)[O-]